FC1=CC=C(CNC(=O)[C@@H]2CC[C@H]3N2C([C@H](CN(CC3)C(NC(C)C)=O)NC([C@H](C)N(C(OC(C)(C)C)=O)C)=O)=O)C=C1 tert-butyl ((S)-1-(((5S,8S,10aR)-8-((4-fluorobenzyl)carbamoyl)-3-(isopropylcarbamoyl)-6-oxodecahydropyrrolo[1,2-a][1,5]diazocin-5-yl)amino)-1-oxopropan-2-yl)(methyl)carbamate